C(C)(C)(C)OC(=O)N1CC2(C1)CC(C2)CC2=C(C=C(C=C2)F)F 6-(2,4-difluorobenzyl)-2-azaspiro[3.3]heptane-2-carboxylic acid tert-butyl ester